BrC=1C(=C2C(=NC1)NC(=N2)C2=CC=C(C=C2)N2CCN(CC2)CC=2C=NC=NC2)NC2CCN(CC2)C 6-Bromo-N-(1-methylpiperidin-4-yl)-2-{4-[4-(pyrimidin-5-ylmethyl)piperazin-1-yl]phenyl}-3H-imidazo[4,5-b]pyridin-7-amine